triphenyl-propylphosphonium bromide [Br-].C1(=CC=CC=C1)[P+](CCC)(C1=CC=CC=C1)C1=CC=CC=C1